CN1CCN(CC1)C(=O)C=1C=C2C(=NC1)NC=C2C2=CC=1N(C=C2)N=CC1C(=O)N1CCOCC1 (4-methylpiperazin-1-yl)(3-(3-(morpholine-4-carbonyl)pyrazolo[1,5-a]pyridin-5-yl)-1H-pyrrolo[2,3-b]pyridin-5-yl)methanone